2-((1-(2-hydroxyethyl)-3-(((S)-tetrahydrofuran-3-yl)oxy)-1H-pyrazol-4-yl)amino)-7-((S)-1-methoxypropan-2-yl)-7H-pyrrolo[2,3-d]pyrimidine-6-carbonitrile OCCN1N=C(C(=C1)NC=1N=CC2=C(N1)N(C(=C2)C#N)[C@H](COC)C)O[C@@H]2COCC2